glycerol mercaptopropionate SC(C(=O)OCC(O)CO)C